methyl 5-((3-hydroxypropyl)sulfonyl)-6-methylnicotinate OCCCS(=O)(=O)C=1C(=NC=C(C(=O)OC)C1)C